N-(4-chloro-5-cyano-2-iodophenyl)-2,2,2-trifluoroacetamide ClC1=CC(=C(C=C1C#N)NC(C(F)(F)F)=O)I